7-fluorobenzofuran-3(2H)-one oxime FC1=CC=CC=2C(COC21)=NO